ClC=1C=C(C(N(C1)[C@H](CNS(=O)(=O)C)CO[C@@H]1CC[C@@H](CC1)C1=CC(=CC=C1)F)=O)C |o1:7| (R or S)-N-[2-(5-chloro-3-methyl-2-oxo-1,2-dihydropyridin-1-yl)-3-{[(CIS)-4-(3-fluorophenyl)cyclohexyl]oxy}propyl]methane-sulfonamide